C(C)(C)(C)OC(=O)N1[C@@H](CCC1OC)COC1CC1 (2S)-2-(cyclopropoxymethyl)-5-methoxypyrrolidine-1-carboxylic acid tert-butyl ester